8-acetyl-2-(4,4-dimethylpiperidin-1-yl)-3,6-dimethylquinazolin-4-one C(C)(=O)C=1C=C(C=C2C(N(C(=NC12)N1CCC(CC1)(C)C)C)=O)C